(9-Amino-5-phenyl-2,3-dihydroimidazo[1,2-c]thieno[3,2-e]pyrimidin-8-yl)(4-fluoropiperidin-1-yl)methanone NC1=C(SC2=C1C=1N(C(=N2)C2=CC=CC=C2)CCN1)C(=O)N1CCC(CC1)F